ClC1=NC(=NC(=C1)OCCOC)SC 4-CHLORO-6-(2-METHOXYETHOXY)-2-(METHYLTHIO)PYRIMIDINE